tert-butyl 3-(5-(N-(4-chloro-1H-indol-7-yl)sulfamoyl)thiazol-2-yl)piperidine-1-carboxylate ClC1=C2C=CNC2=C(C=C1)NS(=O)(=O)C1=CN=C(S1)C1CN(CCC1)C(=O)OC(C)(C)C